4-bromobenzoic acid BrC1=CC=C(C(=O)O)C=C1